C(#N)C=1C2=C(N(N=C2C=C(C1)C=1C=NN(C1)CCS(=O)(=O)C)C)C1=CC(=C(C(=O)NCC2(CC2)F)C(=C1)OC)OC(F)F 4-[4-cyano-2-methyl-6-[1-(2-methylsulfonylethyl)pyrazol-4-yl]indazol-3-yl]-2-(difluoromethoxy)-N-[(1-fluorocyclopropyl)methyl]-6-methoxybenzamide